[N+]1(=[N-])C2=CC=C(C=C2)OC2=CC=C1C=C2 4,4'-diazodiphenylether